N-vinylmorpholine-N-oxide C(=C)[N+]1(CCOCC1)[O-]